COC1CCC(CC1)CC1=CC=C(N=N1)C=1C=C2CN(C(C2=CC1)=O)C1C(NC(CC1)=O)=O 3-(5-(6-(((1s,4s)-4-methoxycyclohexyl)methyl)pyridazin-3-yl)-1-oxoisoindolin-2-yl)piperidine-2,6-dione